(E,E,E)-10,12,14-Hexadecatrienyl acetate C(C)(=O)OCCCCCCCCC\C=C\C=C\C=C\C